ClCC1=NC=C(C(=C1C)OC)C (chloromethyl)-4-methoxy-3,5-lutidine